ClC1=C(C=CC=C1)C1=NC=2NC(NC(C2N1C=1C=NC(=CC1)Cl)=O)=O 8-(2-chlorophenyl)-7-(6-chloropyridin-3-yl)-1,3-dihydropurine-2,6-dione